Cl.C(C1=CC=CC=C1)OCC(F)(F)C1CCN(CC1)C1=C2CCNC2=CC=C1 4-[4-(2-benzyloxy-1,1-difluoro-ethyl)-1-piperidyl]indoline hydrochloride